Tert-butyl-[[2-fluoro-3-methoxy-6-(3-methyl-1,2,4-triazol-1-yl)phenyl]methoxy]-dimethyl-silane C(C)(C)(C)[Si](C)(C)OCC1=C(C(=CC=C1N1N=C(N=C1)C)OC)F